tert-Butyl 2-formyl-3-azaspiro[5.5]undecane-3-carboxylate C(=O)C1CC2(CCN1C(=O)OC(C)(C)C)CCCCC2